3-(phenylthio)-2-naphthonitrile C1(=CC=CC=C1)SC=1C(=CC2=CC=CC=C2C1)C#N